Ethyl 2-(4-(((4-(2-chlorophenyl)-5-oxo-4,5-dihydro-1H-1,2,4-triazol-1-yl)methyl)thio)-2-methylphenoxy)-acetate ClC1=C(C=CC=C1)N1C=NN(C1=O)CSC1=CC(=C(OCC(=O)OCC)C=C1)C